COCCC=1C=C(CN2N=CC(=C2)C(=O)OCC)C=CC1 ethyl 1-(3-(2-methoxyethyl)benzyl)-1H-pyrazole-4-carboxylate